(3-(4-((9-chloro-7-(2-fluoro-6-methoxyphenyl)-5H-benzo[c]pyrimido[4,5-e]azepin-2-yl)amino)-2-methoxybenzoylamino)propyl)carbamic acid tert-butyl ester C(C)(C)(C)OC(NCCCNC(C1=C(C=C(C=C1)NC=1N=CC2=C(C3=C(C(=NC2)C2=C(C=CC=C2OC)F)C=C(C=C3)Cl)N1)OC)=O)=O